ClCC1=CC2=C(ONO2)C=C1N1CCNCC1 5-chloromethyl-6-piperazinyl-benzo[1,3]dioxazole